methyl-2-(3-(1,3-dioxoisoindolin-2-yl)prop-1-yn-1-yl)-4-(2,6-diazaspiro[3.3]heptan-2-yl)benzoate COC(C1=C(C=C(C=C1)N1CC2(C1)CNC2)C#CCN2C(C1=CC=CC=C1C2=O)=O)=O